5-(3-chlorophenyl)-1-(tetrahydro-2H-pyran-2-yl)-1H-pyrazole ClC=1C=C(C=CC1)C1=CC=NN1C1OCCCC1